methyl-5-benzyl-3-((1-isopropyl-3-(pyridin-2-yl)-1H-pyrazole-5-carboxamido)methyl)-4,5-dihydroisoxazole CC1C(=NOC1CC1=CC=CC=C1)CNC(=O)C1=CC(=NN1C(C)C)C1=NC=CC=C1